Oxymethylenether O1CO1